N1(N=CC=C1)C1=CC=C(CN2C3=NC(=NC=C3NC2=O)C=2C(=NC=CC2)OCC(F)(F)F)C=C1 9-(4-(1H-pyrazol-1-yl)benzyl)-2-(2-(2,2,2-trifluoroethoxy)pyridin-3-yl)-7,9-dihydro-8H-purin-8-one